ClC=1C2=CN(N=C2C(=C(C1)C1=CC=C(C=C1)N1CCN(CC1)CC)Cl)C(C(=O)NC=1SC=CN1)C1=C2N(C=N1)C[C@@H](C2)F 2-(4,7-dichloro-6-(4-(4-ethylpiperazin-1-yl)phenyl)-2H-indazol-2-yl)-2-((R)-6-fluoro-6,7-dihydro-5H-pyrrolo[1,2-c]imidazol-1-yl)-N-(thiazol-2-yl)acetamide